C(CC(O)(C(=O)O)CC(=O)O)(=O)O.COC=1C=C(C=C(C1OC)OC)C=O (3,4,5-trimethoxyphenyl)methanone citrate salt